2-Chloro-4-((3S)-8-(4-(4-((4-(4-((2,6-dioxopiperidin-3-yl)amino)phenyl)piperazin-1-yl)methyl)piperidine-1-carbonyl)phenyl)-3-methyl-2,8-diazaspiro[4.5]decan-2-yl)benzonitrile ClC1=C(C#N)C=CC(=C1)N1CC2(C[C@@H]1C)CCN(CC2)C2=CC=C(C=C2)C(=O)N2CCC(CC2)CN2CCN(CC2)C2=CC=C(C=C2)NC2C(NC(CC2)=O)=O